benzo[c]phenanthren-4-ylboronic acid C1=CC=C(C=2C=CC=3C=CC=4C=CC=CC4C3C21)B(O)O